C1(CCCCC1)NC=1C2=C(N=C(N1)C1=CC=CC=C1)NC(=C2)C N-cyclohexyl-6-methyl-2-phenyl-7H-pyrrolo[2,3-d]pyrimidin-4-amine